2-hydroxy-1,2-benzoxaborole-6-amine OB1OC2=C(C1)C=CC(=C2)N